FC=1C=C(C=CC1F)[C@H]1[C@@H](C1)C#N (1R,2R)-2-(3,4-difluorophenyl)cyclopropanecarbonitrile